ClC1=CC2=C(NC(CN=C2C2=CC=CC=C2)=O)C=C1 7-chloro-5-phenyl-1H-benzo[e][1,4]diazepin-2(3H)-one